C1(CC1)N(C(=O)C=1N=C2N(N1)[C@@H](C[C@@H]2F)C2=CC=CC=C2)CC(F)(F)F |r| rac-(5s,7s)-N-cyclopropyl-7-fluoro-5-phenyl-N-(2,2,2-trifluoroethyl)-6,7-dihydro-5H-pyrrolo[1,2-b][1,2,4]triazole-2-carboxamide